FC1([C@@H](CN(C1)C)NC1=NN2C(C(=N1)OC)=C(C=C2)C=2C=C(C1=C(N(C=N1)CC(F)F)C2)F)F (R)-N-(4,4-difluoro-1-methylpyrrolidin-3-yl)-5-(1-(2,2-difluoroethyl)-4-fluoro-1H-benzo[d]imidazol-6-yl)-4-methoxypyrrolo[2,1-f][1,2,4]triazin-2-amine